NC=1C=2N(C3=CC(=CC=C3N1)C(=O)N(CC1=C(C=C(C=C1)C(F)(F)F)F)C1CCC1)C=NC2 4-amino-N-cyclobutyl-N-[[2-fluoro-4-(trifluoromethyl)phenyl]methyl]imidazo[1,5-a]quinoxaline-8-carboxamide